tert-butyl (S)-(1-((5-((((9H-fluoren-9-yl)methoxy)carbonyl)amino)pentyl)amino)-5-(3-hydroxyphenyl)-1-oxopentan-2-yl)carbamate C1=CC=CC=2C3=CC=CC=C3C(C12)COC(=O)NCCCCCNC([C@H](CCCC1=CC(=CC=C1)O)NC(OC(C)(C)C)=O)=O